N[C@@H](CCCCCC(=O)C1=NOC=C1)C1=NOC(=C1)C1=CC2=CN(N=C2C=C1)C (7S)-7-amino-1-isoxazol-3-yl-7-[5-(2-methyl-2H-indazol-5-yl)isoxazol-3-yl]heptan-1-one